5-[2-(trifluoromethanesulfonylcarbamoyl)ethyl]pyridine-2-carboxamide ethyl-2-(difluoromethylene)-5-oxotetrahydro-1H-pyrrolizine-7a(5H)-carboxylate C(C)OC(=O)C12CCC(N2CC(C1)=C(F)F)=O.FC(S(=O)(=O)NC(=O)CCC=1C=CC(=NC1)C(=O)N)(F)F